C(C)(C)OCCOCC1=CC=C(OC[C@@H](CNC(C)C)O)C=C1 |r| (RS)-1-{4-[(2-isopropoxyethoxy)methyl]phenoxy}-3-(isopropylamino)propan-2-ol